FC1=C(C(=CC(=C1)O)F)C[C@@H](CNC(=O)[C@H]1[C@@](C1)(C1=CC=CC=C1)C)N(C)C (1R,2R)-N-((S)-3-(2,6-difluoro-4-hydroxyphenyl)-2-(dimethylamino)-propyl)-2-methyl-2-phenylcyclopropane-1-carboxamide